N-(3-(4-Fluorobenzylcarbamoyl)thiophen-2-yl)-4-(pyridin-2-yl)piperazine-1-carboxamide FC1=CC=C(CNC(=O)C2=C(SC=C2)NC(=O)N2CCN(CC2)C2=NC=CC=C2)C=C1